methyl-ethyl-sodium CC(C)[Na]